7-butoxy-4-methyl-3-(4-formylphenyl)coumarin C(CCC)OC1=CC=C2C(=C(C(OC2=C1)=O)C1=CC=C(C=C1)C=O)C